ClC=1C(=CC(=NC1)OC)[C@@H](C(=O)O)C (2S)-2-(5-Chloro-2-methoxypyridin-4-yl)propanoic Acid